6-((R)-cyclobutyl((1-methylcyclobutyl)amino)methyl)-2-(3-((S)-(4-methyl-4H-1,2,4-triazol-3-yl)(oxetan-3-yl)methyl)phenyl)-4-(trifluoromethyl)isoindolin-1-one C1(CCC1)[C@H](C1=CC(=C2CN(C(C2=C1)=O)C1=CC(=CC=C1)[C@H](C1COC1)C1=NN=CN1C)C(F)(F)F)NC1(CCC1)C